(1S,1'S)-1,1'-((2,2'-dichloro-[1,1'-biphenyl]-3,3'-diyl)bis(2-methoxypyridine-6,3-diyl))bis(N,N-dimethylethan-1-amine) ClC1=C(C=CC=C1C1=CC=C(C(=N1)OC)[C@H](C)N(C)C)C1=C(C(=CC=C1)C1=CC=C(C(=N1)OC)[C@H](C)N(C)C)Cl